C(#N)C1=CC(=C(COC=2C=C(C=CC2)C2=CC(=C(C=C2)CC2=NC3=C(N2CC=2OC=CC2)C=CC=C3)F)C=C1)F 2-((3'-(4-Cyano-2-fluorobenzyloxy)-3-fluorobiphenyl-4-yl)methyl)-1-(furan-2-ylmethyl)-1H-benzo[d]imidazol